C1(=C(C(=CC=2C3=C(C(=C(C(=C3NC12)[2H])[2H])[2H])[2H])[2H])[2H])[2H] 9H-carbazole-1,2,3,5,6,7,8-d7